Cl.CN(C)CC(=O)Cl N,N-dimethylaminoacetyl chloride HCl salt